3-aminopropyl(diethoxy)methylsilane NCCC[SiH2]C(OCC)OCC